allyl-(phenylcarbonyl)benzene C(C=C)C1=C(C=CC=C1)C(=O)C1=CC=CC=C1